7-(2-(5-Cyclopropyl-3-(3,5-dichloropyridin-4-yl)isoxazol-4-yl)-7-azaspiro[3.5]non-1-en-7-yl)cinnolin C1(CC1)C1=C(C(=NO1)C1=C(C=NC=C1Cl)Cl)C1=CC2(C1)CCN(CC2)C2=CC=C1C=CN=NC1=C2